tert-butyl 4-[4-[(7-fluoro-2-methyl-indazol-5-yl)carbamoyl]-2-methoxy-1,3-benzothiazol-7-yl]piperazine-1-carboxylate FC1=CC(=CC2=CN(N=C12)C)NC(=O)C1=CC=C(C2=C1N=C(S2)OC)N2CCN(CC2)C(=O)OC(C)(C)C